FC=1C=CC(=NC1)NC(CN1C=2N(C(C3=C1C(N(C3)[C@H](COC)C)=O)=O)N=C(C2)C(=O)NC2=NOC=C2)=O 4-{2-[(5-fluoropyridin-2-yl)amino]-2-oxoethyl}-6-[(2S)-1-methoxyprop-2-yl]-N-(1,2-oxazol-3-yl)-5,8-dioxo-5,6,7,8-tetrahydro-4H-pyrazolo[1,5-a]pyrrolo[3,4-d]pyrimidine-2-carboxamide